FC1=C(C=C(C=C1)NC(=O)N1CC=2C(=NN3C2C(N(C[C@@H](C3)C3=NNC=C3)C)=O)C[C@H]1C)C(F)(F)F |o1:20| (3R,8S*)-N-(4-Fluoro-3-(trifluoromethyl)phenyl)-3,10-dimethyl-11-oxo-8-(1H-pyrazol-3-yl)-3,4,8,9,10,11-hexahydro-1H-pyrido[4',3':3,4]pyrazolo[1,5-a][1,4]diazepine-2(7H)-carboxamide